COC1=C(C=C2C(=NC(=NC2=C1)C)N[C@H](C)C=1C(=C(C#N)C=CC1)C)N1CCOCC1 (R)-3-(1-((7-methoxy-2-methyl-6-morpholinoquinazolin-4-yl)amino)ethyl)-2-methylbenzonitrile